(R)-2-((2-((2,2'-dichloro-3'-(pyrido[3,4-b]pyrazin-5-ylamino)-[1,1'-biphenyl]-3-yl)carbamoyl)-4,5,6,7-tetrahydropyrazolo[1,5-a]pyridin-4-yl)amino)-2-methylpropanoic acid ClC1=C(C=CC=C1NC(=O)C1=NN2C([C@@H](CCC2)NC(C(=O)O)(C)C)=C1)C1=C(C(=CC=C1)NC1=NC=CC=2C1=NC=CN2)Cl